N-(5-((3-((tert-butyldimethylsilyl)oxy)bicyclo(1.1.1)pentan-1-yl)methoxy)-1,3,4-thiadiazol-2-yl)-2'-chloro-3'-fluoro-5'-methoxy-6-methyl-(4,4'-bipyridine)-3-carboxamide [Si](C)(C)(C(C)(C)C)OC12CC(C1)(C2)COC2=NN=C(S2)NC(=O)C=2C=NC(=CC2C2=C(C(=NC=C2OC)Cl)F)C